alpha-carboxyl-isooctanoic acid C(=O)(O)C(C(=O)O)CCCC(C)C